[(2R,3S,4R,5R)-5-(4-aminopyrrolo[2,1-f][1,2,4]triazin-7-yl)-5-cyano-3,4-dihydroxy-tetrahydrofuran-2-yl]methyl [(2R)-2-[(6-cyano-2-pyridyl)oxy]-3-octadecoxy-propyl] hydrogen phosphate P(=O)(OC[C@H]1O[C@@]([C@@H]([C@@H]1O)O)(C#N)C1=CC=C2C(=NC=NN21)N)(OC[C@@H](COCCCCCCCCCCCCCCCCCC)OC2=NC(=CC=C2)C#N)O